NC1=C(C2=C(S1)C(=CC=C2C2=C(C=C1C(=NC(=NC1=C2F)OC[C@]21CCCN1C[C@@H](C2)F)NCCCC(=O)O)Cl)F)C#N 4-((7-(2-amino-3-cyano-7-fluorobenzo[b]thiophen-4-yl)-6-chloro-8-fluoro-2-(((2R,7aS)-2-fluorotetrahydro-1H-pyrrolizin-7a(5H)-yl)methoxy)quinazolin-4-yl)amino)butanoic acid